S1C=NC(=C1)CN 1-(1,3-thiazol-4-yl)methylamine